1-(2-(3,8-diazabicyclo[3.2.1]octan-8-yl)-6,7-dihydrothiazolo[5,4-c]pyridin-5(4H)-yl)-2-(4-fluorophenyl)ethan-1-one C12CNCC(CC1)N2C=2SC=1CN(CCC1N2)C(CC2=CC=C(C=C2)F)=O